(5Z)-5-[(2-methylindazol-5-yl)methylene]-2-thioxo-imidazolidin-4-one CN1N=C2C=CC(=CC2=C1)\C=C/1\C(NC(N1)=S)=O